ethylenebis-eleostearic acid amide C(CCCCCC=CC=CC=CCCCCCCCC(=O)N)CCCCC=CC=CC=CCCCCCCCC(=O)N